CC1=C(C=CC=C1OC([2H])([2H])[2H])[C@H]1NCC[C@H]1N1C2CN(CC1CC2)C(=O)OC(C)(C)C tert-Butyl 8-[(2R,3R)-2-[2-methyl-3-(trideuteriomethoxy)phenyl]pyrrolidin-3-yl]-3,8-diazabicyclo[3.2.1]octane-3-carboxylate